COC(C1=CC(=C(C=C1)N)N1C(=NC(=C1)C)C)=O 4-amino-3-(2,4-dimethylimidazol-1-yl)benzoic acid methyl ester